C1CC12OCCN(C2)CC(=O)N[C@H](C(=O)N)C (2S)-2-(2-{4-oxa-7-azaspiro[2.5]octan-7-yl}acetamido)propanamide